2-(4'-acryloyloxybutoxyphenyl)propene Sodium tertiarybutoxide CC(C)(C)[O-].[Na+].C(C=C)(=O)OCCCCOC1=CC=C(C=C1)C(=C)C